N[C@H]1COCC[C@@H]1C1=C(C=2N=C(N=C(C2S1)NCC=1OC=CC1)Cl)C#C[Si](C)(C)C 6-((3R,4S)-3-aminotetrahydro-2H-pyran-4-yl)-2-chloro-N-(furan-2-ylmethyl)-7-((trimethylsilyl)ethynyl)thieno[3,2-d]pyrimidin-4-amine